C(C)[C@@H]1N(C[C@H](N(C1)C(C)C1=CC2=C(N=C(S2)C([2H])([2H])[2H])C=C1)CC)C=1C=2N(N(C(C1)=O)C)C=C(N2)CC#N 2-(8-((2S,5R)-2,5-diethyl-4-(1-(2-(methyl-d3)benzo[d]thiazol-6-yl)ethyl)piperazin-1-yl)-5-methyl-6-oxo-5,6-dihydroimidazo[1,2-b]pyridazin-2-yl)acetonitrile